5-amino-2-[2-(triethoxysilyl)ethyl]-2H-tetrazole NC=1N=NN(N1)CC[Si](OCC)(OCC)OCC